3,6-di-naphthalen-2-yl-9-(4-benzothiazol-2-yl-phenyl)-9H-carbazole C1=C(C=CC2=CC=CC=C12)C=1C=CC=2N(C3=CC=C(C=C3C2C1)C1=CC2=CC=CC=C2C=C1)C1=CC=C(C=C1)C=1SC2=C(N1)C=CC=C2